Z-ethyl-4-(4-trifluoromethylphenyl)-2,2-difluorobut-3-enoate C(C)OC(C(\C=C/C1=CC=C(C=C1)C(F)(F)F)(F)F)=O